N-(5-(2-(4-(trifluoromethyl)phenoxy)ethyl)-1H-indol-3-yl)-1H-pyrazole-5-carboxamide FC(C1=CC=C(OCCC=2C=C3C(=CNC3=CC2)NC(=O)C2=CC=NN2)C=C1)(F)F